C1(CCC1)N1C2CC(CC1CC2)N2CCC(CC2)C=2C(=CC1=C(N(C(=N1)C1=CC=C(C=C1)S(=O)(=O)C)C)C2)F 6-(1-(8-cyclobutyl-8-azabicyclo[3.2.1]oct-3-yl)piperidin-4-yl)-5-fluoro-1-methyl-2-(4-(methylsulfonyl)phenyl)-1H-benzo[d]imidazole